6-(2,6-difluorophenyl)-5-fluoropyridine-2-carboxamide dihydrochloride Cl.Cl.FC1=C(C(=CC=C1)F)C1=C(C=CC(=N1)C(=O)N)F